N-cyclopropyl-4-((3-(3,5-difluorophenoxy)-5-(3-hydroxyisoxazol-5-yl)phenyl)amino)-7-(2,4-dimethoxypyrimidin-5-yl)-5-fluoroquinoline-3-sulfonamide C1(CC1)NS(=O)(=O)C=1C=NC2=CC(=CC(=C2C1NC1=CC(=CC(=C1)C1=CC(=NO1)O)OC1=CC(=CC(=C1)F)F)F)C=1C(=NC(=NC1)OC)OC